[N+](=O)([O-])C(=CC1=CN=C2N1C=CC=C2)C 3-(2-nitroprop-1-en-1-yl)imidazo[1,2-a]pyridine